C(CC)C=1C(=C(OC1C(=O)O)C(=O)O)CCC dipropyl-2,5-furandicarboxylic acid